2-(PENTYLOXY)ACETALDEHYDE C(CCCC)OCC=O